isooctyl-dibutyltin dimaleate C(\C=C/C(=O)[O-])(=O)[O-].C(\C=C/C(=O)[O-])(=O)[O-].C(CCCCC(C)C)[Sn+4](CCCC)CCCC